C(#N)C=1C=C(C=CC1F)NC(=O)N1C2CCC1CC=1C(=NC=CC12)F (±)-N-(3-cyano-4-fluorophenyl)-1-fluoro-6,7,8,9-tetrahydro-5H-5,8-epiminocyclohepta[c]-pyridine-10-carboxamide